methyl 2-[4-(hydroxymethyl)cyclohexyl]-6-[(6-methylpyridine-2-carbonyl)amino]-1,3-benzothiazole-5-carboxylate OCC1CCC(CC1)C=1SC2=C(N1)C=C(C(=C2)NC(=O)C2=NC(=CC=C2)C)C(=O)OC